1-(5-fluoro-4-(4-(trifluoromethyl)phenyl)thiazol-2-yl)-4-(3-fluorophenyl)-3-methyl-1H-pyrazole-5-carboxylic acid FC1=C(N=C(S1)N1N=C(C(=C1C(=O)O)C1=CC(=CC=C1)F)C)C1=CC=C(C=C1)C(F)(F)F